beta-methylpentanedioic acid CC(CC(=O)O)CC(=O)O